4,4-dimethyl-3-phenyl-4,5-dihydroisoxazole CC1(C(=NOC1)C1=CC=CC=C1)C